ClC1=C(C#N)C=CC(=C1)N1CC2(C[C@@H]1C)CCN(CC2)C2=CC=C(C=C2)C(=O)N2CCC(CC2)CN2CCN(CC2)C2=CC(=CC=C2)N[C@H]2C(NC(CC2)=O)=O 2-Chloro-4-((S)-8-(4-(4-((4-(3-(((R)-2,6-dioxopiperidin-3-yl)amino)phenyl)piperazin-1-yl)methyl)piperidine-1-carbonyl)phenyl)-3-methyl-2,8-diazaspiro[4.5]dec-2-yl)benzonitrile